2-Chloro-5-fluoro-3'-(methylsulfonamidomethyl)-[1,1'-biphenyl] ClC1=C(C=C(C=C1)F)C1=CC(=CC=C1)CNS(=O)(=O)C